1-(1-hydroxynaphthalen-2-yl)ethan-1-one OC1=C(C=CC2=CC=CC=C12)C(C)=O